(R)-2,6-bis[3,5-bis(trifluoromethyl)phenyl]-1,1'-binaphthyl-2,2'-disulfonamide FC(C=1C=C(C=C(C1)C(F)(F)F)[C@]1(C(=C2C=CC(=CC2=CC1)C1=CC(=CC(=C1)C(F)(F)F)C(F)(F)F)C=1C(=CC=C2C=CC=CC12)S(=O)(=O)N)S(=O)(=O)N)(F)F